C1(=CC=C(C=C1)NC1=CC2=C(OC3=C2C=CC=C3)C=C1)C1=CC=CC=C1 N-([1,1'-biphenyl]-4-yl)dibenzo[b,d]furan-2-amine